tert-butyl (2S,6R)-2-{[(1S)-1-cyano-2-[4-(3-methyl-2-oxo-1,3-benzoxazol-5-yl)phenyl]ethyl]carbamoyl}-6-methoxy-1,4-oxazepane-4-carboxylate C(#N)[C@H](CC1=CC=C(C=C1)C=1C=CC2=C(N(C(O2)=O)C)C1)NC(=O)[C@H]1OC[C@@H](CN(C1)C(=O)OC(C)(C)C)OC